C(C)S(=O)(=N)C=1C=C(C=NC1C1=NC2=C(N=NC(=C2)C(F)(F)F)N1C)C1(CC1)C(=O)N 1-[5-(ethylsulfonimidoyl)-6-[7-methyl-3-(trifluoromethyl)imidazo[4,5-c]pyridazin-6-yl]-3-pyridyl]cyclopropanecarboxamide